ClC=1C(=C2C(=NC1OC)C=1[C@H](N(CCC1N2)C(=O)C2=NC=C(C=N2)OC)C)Cl (R)-(3,4-dichloro-2-methoxy-9-methyl-5,6,7,9-tetrahydro-8H-pyrrolo[3,2-b:4,5-c']dipyridin-8-yl)(5-methoxypyrimidin-2-yl)methanone